N-cyclopropyl-2-(difluoromethoxy)-4-[7-[3-(2,6-dimethyl-1-piperidyl)propoxy]imidazo[1,2-a]pyridin-3-yl]-6-methoxy-benzamide C1(CC1)NC(C1=C(C=C(C=C1OC)C1=CN=C2N1C=CC(=C2)OCCCN2C(CCCC2C)C)OC(F)F)=O